tert-butyl 4-[5-[3-[2-chloro-3-[[ethyl(methyl) sulfamoyl] amino]-6-fluoro-benzoyl]-1H-pyrrolo[2,3-b]pyridin-5-yl]pyrimidin-2-yl]piperazine-1-carboxylate ClC1=C(C(=O)C2=CNC3=NC=C(C=C32)C=3C=NC(=NC3)N3CCN(CC3)C(=O)OC(C)(C)C)C(=CC=C1NS(N(C)CC)(=O)=O)F